N-(2,4-dimethoxybenzyl)-1-(3-(triisopropylsilyl)-N-(1-((2-(trimethylsilyl)ethoxy)methyl)-1H-pyrazol-3-yl)propiolamido)cyclopentane-1-carboxamide COC1=C(CNC(=O)C2(CCCC2)N(C(C#C[Si](C(C)C)(C(C)C)C(C)C)=O)C2=NN(C=C2)COCC[Si](C)(C)C)C=CC(=C1)OC